COC(=O)[C@@H]1N(C[C@@H]2CN([C@H]1CC2)CC2=CC=CC=C2)C(=O)OC(C)(C)C (1S,4R,5S)-6-benzyl-3,6-diazabicyclo[3.2.2]nonane-3,4-dicarboxylic acid 3-(tert-butyl) 4-methyl ester